ClC=C Chloroethen